NC1=C(C=C(C=C1)NC([C@@H](CC)OS(=O)(=O)C1=CC=CC=C1)=O)F (R)-1-((4-amino-3-fluorophenyl)amino)-1-oxobutan-2-ylbenzenesulfonate